ClC1=NC=NC2=CC(=C(C=C12)OC(C)(C)C1=C(C=NC=C1)C)OC 4-chloro-7-methoxy-6-{[2-(3-methylpyridin-4-yl)prop-2-yl]oxy}quinazoline